7-[2-[4-[2-[7-decanoyloxyheptyl-[8-(1-octylnonoxy)-8-oxo-octyl]amino]ethyl] piperazin-1-yl]ethyl-[8-(1-octylnonoxy)-8-oxo-octyl]amino]heptyl decanoate C(CCCCCCCCC)(=O)OCCCCCCCN(CCCCCCCC(=O)OC(CCCCCCCC)CCCCCCCC)CCN1CCN(CC1)CCN(CCCCCCCC(=O)OC(CCCCCCCC)CCCCCCCC)CCCCCCCOC(CCCCCCCCC)=O